BrC=1C=CC2=C(C1)OC1(COC1)C1=C2N=C(S1)N 7-bromospiro[chromeno[4,3-d]thiazole-4,3'-oxetan]-2-amine